C(C1CO1)OC=CCCCCCCCCCCC tridecenyl glycidyl ether